ClC=1C=C(C=CC1OC[C@H]1COCC1)NC=1C2=C(N=CN1)C=CC(=N2)O[C@@H]2CNCC2 N-[3-chloro-4-[[(3R)-tetrahydrofuran-3-yl]methoxy]phenyl]-6-[(3S)-pyrrolidin-3-yl]oxy-pyrido[3,2-d]pyrimidin-4-amine